FC=1C=CC(=C(C1)C1=C(C=CC(=N1)NS(=O)(=O)C1=CC=CC(=N1)N1C[C@](CCC1)(C(=O)O)C)C(F)(F)F)C (3S)-1-(6-{[6-(5-fluoro-2-methylphenyl)-5-(trifluoromethyl)pyridin-2-yl]Sulfamoyl}pyridin-2-yl)-3-methylpiperidine-3-carboxylic acid